(2e)-1-(2-Hydroxyphenyl)-3-(6-methoxy-2-naphthyl)prop-2-en-1-one OC1=C(C=CC=C1)C(\C=C\C1=CC2=CC=C(C=C2C=C1)OC)=O